N-{(S)-1,2,3-trimethoxy-10-oxo-9-{[(S)-tetrahydrofuran-3-yl]oxy}-5,6,7,10-tetrahydrobenzo[a]heptalen-7-yl}acetamide COC1=C(C(=CC2=C1C=1C=CC(C(=CC1[C@H](CC2)NC(C)=O)O[C@@H]2COCC2)=O)OC)OC